6-bromo-N-(3-chlorophenyl)-1H-indole-2-carboxamide BrC1=CC=C2C=C(NC2=C1)C(=O)NC1=CC(=CC=C1)Cl